(S)-4-(6-(2,8-dimethylimidazo[1,2-a]pyrazine-6-carboxamido)pyridazin-3-yl)-2-methylpiperazine-1-carboxylic acid tert-butyl ester C(C)(C)(C)OC(=O)N1[C@H](CN(CC1)C=1N=NC(=CC1)NC(=O)C=1N=C(C=2N(C1)C=C(N2)C)C)C